COC=1C(=CC2=C(SC(=C2)C(CC(=O)OC(C)(C)C)=O)C1)OCOC tert-butyl 3-(6-methoxy-5-(methoxymethoxy) benzo[b]thiophen-2-yl)-3-oxopropanoate